2-{[2-(4-Isopropylphenyl)imidazo[1,2-a]pyridin-3-yl]methyl}-2,5-diazabicyclo[2.2.2]octane dihydrochloride Cl.Cl.C(C)(C)C1=CC=C(C=C1)C=1N=C2N(C=CC=C2)C1CN1C2CNC(C1)CC2